(2S,4R)-4-(difluoromethoxy)-1-[2-[[3-[(5-ethyl-2-thienyl)oxy]benzoyl]amino]acetyl]-N-(1H-pyrrolo[3,2-c]pyridin-2-ylmethyl)pyrrolidine-2-carboxamide FC(O[C@@H]1C[C@H](N(C1)C(CNC(C1=CC(=CC=C1)OC=1SC(=CC1)CC)=O)=O)C(=O)NCC1=CC=2C=NC=CC2N1)F